ClC1=C(CN2CCNCC2)C(=CC=C1)Cl 1-(2,6-dichlorobenzyl)piperazine